3-Amino-N-(3-(4-amino-4-(methoxymethyl)piperidin-1-yl)pyridin-2-yl)-6-(3-fluoropyridin-2-yl)pyrazine-2-carboxamid NC=1C(=NC(=CN1)C1=NC=CC=C1F)C(=O)NC1=NC=CC=C1N1CCC(CC1)(COC)N